BrC=1C=C2C(=NC(=NC2=CC1)C1CC1)N[C@H](C)C1=CC(=CC(=C1)C(F)(F)F)[N+](=O)[O-] (R)-6-bromo-2-cyclopropyl-N-(1-(3-nitro-5-(trifluoromethyl)phenyl)ethyl)quinazolin-4-amine